perfluorodec-5-ene FC(C(C(C(C(=C(C(C(C(C(F)(F)F)(F)F)(F)F)(F)F)F)F)(F)F)(F)F)(F)F)(F)F